(R,E)-3-(4-chlorophenyl)-N'-((4-fluorophenyl)sulfonyl)-4-phenyl-N-((R)-2-sulfamoylpropyl)-4,5-dihydro-1H-pyrazole-1-carboximidamide ClC1=CC=C(C=C1)C1=NN(C[C@H]1C1=CC=CC=C1)/C(/NC[C@@H](C)S(N)(=O)=O)=N/S(=O)(=O)C1=CC=C(C=C1)F